OC(CC(C(=O)[O-])=O)C 4-Hydroxyl-2-oxovalerate